C(C=C)C1=C(C2=C(C(=C1)OC)OCO2)OC 1-allyl-2,5-dimethoxy-3,4-methylenedioxybenzene